8'-bromo-2-fluoro-3-methyl-4'H-spiro[cyclopropane-1,5'-naphtho[2,1-d]isoxazole]-3'-carboxamide BrC1=CC=C2C3(CC=4C(=NOC4C2=C1)C(=O)N)C(C3C)F